tert-butyl (3RS,4RS)-3-methyl-4-(5-methyl-4-trimethylsilyl-triazol-1-yl)piperidine-1-carboxylate C[C@@H]1CN(CC[C@H]1N1N=NC(=C1C)[Si](C)(C)C)C(=O)OC(C)(C)C |r|